Cl.S1C(=CC=C1)CCN 2-(thiophen-2-yl)ethane-1-amine hydrochloride